1-(2-chloro-4-hydroxyphenyl)-3-phenylurea ClC1=C(C=CC(=C1)O)NC(=O)NC1=CC=CC=C1